7-cyclopropyl-5-(4-fluoroindolin-5-yl)-7H-pyrrolo[2,3-d]pyrimidin-4-amine C1(CC1)N1C=C(C2=C1N=CN=C2N)C=2C(=C1CCNC1=CC2)F